5-methoxy-(benzothiazole) COC=1C=CC2=C(N=CS2)C1